sodium 1,4-butanediol C(CCCO)O.[Na]